2,6-difluoro-3-nitrobenzaldehyde FC1=C(C=O)C(=CC=C1[N+](=O)[O-])F